C(CCC)C=1NC2=CC=CC=C2C1 n-butylindole